3-[(3-chlorophenyl)methyl]-6-({2-[(2-methylpyrazol-3-yl)amino]-4-pyridyl}oxy)quinazolin-4-one ClC=1C=C(C=CC1)CN1C=NC2=CC=C(C=C2C1=O)OC1=CC(=NC=C1)NC=1N(N=CC1)C